C(C)O[Si](CCCN=C(CC(C)C)C)(OCC)OCC γ-triethoxysilyl-N-(α,γ-dimethyl-butylidene)propylamine